ClC=1C=C2C=CN=CC2=C(C1)[C@H]1N(CCC1)C(=O)OC(C)(C)C tert-butyl (S)-2-(6-chloroisoquinolin-8-yl)pyrrolidine-1-carboxylate